4-pentyl-4'-biphenyl-carboxylic acid C(CCCC)C1=CC=C(C=C1)C1=CC=C(C=C1)C(=O)O